COC(=O)C=1C=2N(C=C(C1)CO)C(=CN2)F 3-fluoro-6-(hydroxymethyl)imidazo[1,2-a]pyridine-8-carboxylic acid methyl ester